3-[4-[[4-(3-methylimidazol-4-yl)triazol-1-yl]methyl]phenyl]-5-(trifluoromethyl)-1,2,4-oxadiazole CN1C=NC=C1C=1N=NN(C1)CC1=CC=C(C=C1)C1=NOC(=N1)C(F)(F)F